[N+](=O)([O-])C1=CC=C(OCCC=2C=C(C(=O)OC)C=CC2)C=C1 methyl 3-(2-(4-nitrophenoxy)ethyl)benzoate